C1(CCC1)C=1C(=NN(C1NC(=O)NC12CC(C1)(C2)F)C)C2CC(C2)(F)F 1-(4-cyclobutyl-3-(3,3-difluorocyclobutyl)-1-methyl-1H-pyrazol-5-yl)-3-(3-fluorobicyclo[1.1.1]pentan-1-yl)urea